2-(p-tolyloxy)-1-(2-(5-(trifluoromethyl)-1,2,4-oxadiazol-3-yl)-6,7-dihydrothieno[3,2-c]pyridin-5(4H)-yl)ethan-1-one C1(=CC=C(C=C1)OCC(=O)N1CC2=C(CC1)SC(=C2)C2=NOC(=N2)C(F)(F)F)C